CS(=O)(=O)C1=C2C=CN(C2=C(C=C1)N(C(OC(C)(C)C)=O)CC#C)S(=O)(=O)C1=CC=CC=C1 tert-butyl (4-(methylsulfonyl)-1-(phenylsulfonyl)-1H-indol-7-yl)(prop-2-yn-1-yl)carbamate